Ethyl 3-((3-chloro-2-((4-methoxybenzyl)(methyl-d)amino)pyridin-4-yl)sulfanyl)propanoate ClC=1C(=NC=CC1SCCC(=O)OCC)N(C[2H])CC1=CC=C(C=C1)OC